[O-2].[Ag+].[Ag+] Silver(I) oxid